S(=O)(=O)(C1=CC=C(C)C=C1)C[N+]#[C-] Tosyl-methylisocyanide